OC(=O)O Hydroxymethanoic Acid